C(C)C(C(=O)[O-])CCCC.C(CCC)N1C=[N+](C=C1)CC(CCCC)CC 1-butyl-3-(2-ethylhexyl)imidazolium 2-ethylhexanoate